ClC1=CC(=C(C=C1)N1CCC(CC1)C=1C(=NN(C1C1=C(C=CC(=C1)S(=O)(=O)N(C)C)S(=O)(=O)N)C)C)F (4-(1-(4-chloro-2-fluorophenyl)piperidin-4-yl)-1,3-dimethyl-1H-pyrazol-5-yl)-N4,N4-dimethylbenzene-1,4-disulfonamide